(2R,4R)-1-((9,9-difluoro-9H-fluorene-3-carbonyl)glycyl)-4-(difluoromethoxy)-N-((S)-2-hydroxy-1-(1H-pyrrolo[3,2-c]pyridin-2-yl)ethyl)pyrrolidine-2-carboxamide FC1(C2=CC=CC=C2C=2C=C(C=CC12)C(=O)NCC(=O)N1[C@H](C[C@H](C1)OC(F)F)C(=O)N[C@H](CO)C1=CC=2C=NC=CC2N1)F